[6-(3-Chloro-1H-pyrazol-4-yl)-1-[2-(dimethylamino)ethyl]indol-3-yl]-(2,3-dihydro-1,4-benzodioxin-3-yl)methanone ClC1=NNC=C1C1=CC=C2C(=CN(C2=C1)CCN(C)C)C(=O)C1OC2=C(OC1)C=CC=C2